(R)-N-(3-methyl-1H-pyrazol-5-yl)-4-(3-methylmorpholino)-6-(1-(methylsulfonyl)cyclopropyl)pyrimidin-2-amine CC1=NNC(=C1)NC1=NC(=CC(=N1)N1[C@@H](COCC1)C)C1(CC1)S(=O)(=O)C